1-(trifluoromethyl)cyclobutan-1-amine FC(C1(CCC1)N)(F)F